4-((4-(2-(tert-butoxy)-2-oxoethyl)phenyl)amino)-6-chloropyridine-3-carboxylate C(C)(C)(C)OC(CC1=CC=C(C=C1)NC1=C(C=NC(=C1)Cl)C(=O)[O-])=O